ethyl 4-(4-bromo-2,6-difluorophenyl)-4-cyanobutanoate BrC1=CC(=C(C(=C1)F)C(CCC(=O)OCC)C#N)F